4-((6-(2-hydroxy-6-methyl-4-(trifluoromethyl)phenyl)-2H-pyrazolo[3,4-b]pyridin-2-yl)methyl)-5,5-dimethylpyrrolidin-2-one OC1=C(C(=CC(=C1)C(F)(F)F)C)C=1C=CC=2C(N1)=NN(C2)CC2CC(NC2(C)C)=O